copper chlorite chloride [Cl-].Cl(=O)[O-].[Cu+2]